CC(CC=CC(=O)O)C(=O)O 5-methyl-hex-2-enedioic acid